[Na+].S(=O)(=O)(OCCCC)[O-] butyl sulfate sodium salt